N-(4-(4-oxo-3,4-dihydrophthalazin-1-yl)benzyl)methanesulfonamide O=C1NN=C(C2=CC=CC=C12)C1=CC=C(CNS(=O)(=O)C)C=C1